C(C)(C)C1=CC(=C(C=C1)S(=O)(=O)O)OC 4-isopropyl-2-methoxybenzenesulfonic acid